3-(phenylethynyl)-1H-pyrrole-2,4-dicarboxylic acid diisopropyl ester C(C)(C)OC(=O)C=1NC=C(C1C#CC1=CC=CC=C1)C(=O)OC(C)C